N-{5-[1-(1,2,3-thiadiazol-4-yl)cyclopropyl]-2-methoxyphenyl}-2-aminonicotinamide S1N=NC(=C1)C1(CC1)C=1C=CC(=C(C1)NC(C1=C(N=CC=C1)N)=O)OC